ClC1=CC=C(OCC2=NOC(=N2)C23CC(C2)(C3)C(C(=O)N)OC3=CC(=CC=C3)F)C=C1 (3-{3-[(4-chlorophenoxy)methyl]-1,2,4-oxadiazol-5-yl}bicyclo[1.1.1]pentan-1-yl)-2-(3-fluorophenoxy)acetamide